6-(propan-2-yl)pyridine-3-carboxamide CC(C)C1=CC=C(C=N1)C(=O)N